2-(thiophene-3-carboxamido)-N-m-methylphenyl-1,3-selenazole-5-carboxamide S1C=C(C=C1)C(=O)NC=1[Se]C(=CN1)C(=O)NC1=CC(=CC=C1)C